2-(2,2-difluoroethyl)-2H-1,2,3-triazole-4-carboxylic acid FC(CN1N=CC(=N1)C(=O)O)F